CSC=1SC2=C(N1)C=CC=C2 2-(methylmercapto)-benzothiazole